2-[2-hydroxy-4-(trifluoromethyl)benzoyl]benzoic acid OC1=C(C(=O)C2=C(C(=O)O)C=CC=C2)C=CC(=C1)C(F)(F)F